[H][2H] HydrogenDeuteride